C(C1=CC=CC=C1)OC1=CC(=CC=C1)C(C)CC 1-(benzyloxy)-3-(but-2-yl)benzene